OC1=CC2=C(N=C(NC2=O)C)C=C1 6-hydroxy-2-methylbenzo[2,3-d]pyrimidin-4(3H)-one